Ethyl (E)-3-[3-cis-(trifluoromethoxy)cyclobutyl]prop-2-enoate FC(OC1(CCC1)/C=C/C(=O)OCC)(F)F